3-(3-(2-(2-azidoethoxy)ethoxy)phenylethoxy)propionic acid N(=[N+]=[N-])CCOCCOC=1C=C(C=CC1)CCOCCC(=O)O